1-(4-(2,2-difluoro-1,1-dioxo-3-oxo-2,3-dihydrobenzo[b]thiophen-7-yl)benzyl)-3-(2-ethynyl-thiazol-4-yl)urea FC1(C(C2=C(S1(=O)=O)C(=CC=C2)C2=CC=C(CNC(=O)NC=1N=C(SC1)C#C)C=C2)=O)F